ClC1=C(C(=CC=C1)Cl)C#CC=1C=C2CCC(C2=CC1)N1CC(C1)C(=O)OC methyl 1-(5-((2,6-dichlorophenyl) ethynyl)-2,3-dihydro-1H-inden-1-yl)-azetidine-3-carboxylate